3-methyl-5-nitro-2-[(trimethylsilyl)ethynyl]pyridine CC=1C(=NC=C(C1)[N+](=O)[O-])C#C[Si](C)(C)C